CN1CCC12CN(C2)C2=C(C(=CC=C2)N)N 3-(1-methyl-1,6-diazaspiro[3.3]heptan-6-yl)benzene-1,2-diamine